5-chloro-2-(1-methyl-8-{[(3S)-1-methylpiperidin-3-yl]amino}-1,2,3,4-tetrahydropyrido[2,3-d]pyridazin-5-yl)phenol ClC=1C=CC(=C(C1)O)C1=C2C(=C(N=N1)N[C@@H]1CN(CCC1)C)N(CCC2)C